ClC=1C(=NC(=CC1)C=1C=NN(C1)C(C)C1=CC=C(C=C1)F)C1=CC=2N(C=C1)N=C(N2)N 7-(3-chloro-6-(1-(1-(4-fluorophenyl)ethyl)-1H-pyrazol-4-yl)pyridin-2-yl)-[1,2,4]triazolo[1,5-a]pyridin-2-amine